2-allyloxy-2-methyl-propanoic acid C(C=C)OC(C(=O)O)(C)C